Tetradecyl ((S)-(((2R,3S,5R)-5-(6-amino-2-fluoro-9H-purin-9-yl)-2-ethynyl-3-hydroxytetrahydrofuran-2-yl) methoxy)(phenoxy)phosphoryl)-L-phenylalaninate NC1=C2N=CN(C2=NC(=N1)F)[C@H]1C[C@@H]([C@@](O1)(C#C)CO[P@](=O)(OC1=CC=CC=C1)N[C@@H](CC1=CC=CC=C1)C(=O)OCCCCCCCCCCCCCC)O